BrC1=NC(=CC(=C1)C)N1CCC(CC1)(F)F 2-Bromo-6-(4,4-difluoropiperidin-1-yl)-4-methylpyridine